3-bromo-5-(2-(1-methyl-1H-pyrazol-4-yl)morpholino)pyridin-2-amine BrC=1C(=NC=C(C1)N1CC(OCC1)C=1C=NN(C1)C)N